3-FLUORO-2-FORMYL-6-PICOLINE FC=1C(=NC(=CC1)C)C=O